S1C=2N(N=C1)C(=CN2)C(=O)N imidazo[2,1-b][1,3,4]thiadiazole-5-carboxamide